ClC1=NC=C(C=C1)C(C(=O)O)NC(=N)N 2-chloropyridin-5-yl-guanidinoacetic acid